CC1=C(C=C(C=C1)NC(CC1OCCC(C1)C(F)(F)F)=O)NC1=NC=CC=C1C1=C2N=CN(C2=NC=N1)C1OCCCC1 N-(4-methyl-3-((3-(9-(tetrahydro-2H-pyran-2-yl)-9H-purin-6-yl)pyridin-2-yl)amino)phenyl)-2-(4-(trifluoromethyl)tetrahydro-2H-pyran-2-yl)acetamide